2-(4-cyclopropyl-2-fluoro-N-[(2R)-2-methoxycarbonylpiperidine-1-carbonyl]anilino)-2-[4-(trifluoromethyl)-3-pyridyl]acetic acid C1(CC1)C1=CC(=C(N(C(=O)N2[C@H](CCCC2)C(=O)OC)C(C(=O)O)C=2C=NC=CC2C(F)(F)F)C=C1)F